C(C)(=O)[O-].[Mg+2].[Ca+2].C(C)(=O)[O-].C(C)(=O)[O-].C(C)(=O)[O-] calcium-magnesium acetate